OCC1(CCCC1)COC1=CC(=NC=C1C1=CC(=CC=C1)CN1CCN(CC1)C)NC1=NC=NC=C1 4-((4-((1-(hydroxymethyl)cyclopentyl)methoxy)-5-(3-((4-methylpiperazin-1-yl)methyl)phenyl)pyridin-2-yl)amino)pyrimidin